COC=1C=C(C=C(C1)OC)[Mg]Br 3,5-dimethoxy-phenylmagnesium bromide